4-[Methyl(2-hydroxyethyl)amino]-4'-[[4-(cyclopentylamino)-6-[(3-phenylpropyl)amino]-1,3,5-triazine-2-yl]amino]chalcone CN(C1=CC=C(C=C1)\C=C\C(=O)C1=CC=C(C=C1)NC1=NC(=NC(=N1)NC1CCCC1)NCCCC1=CC=CC=C1)CCO